3-(3-formylphenyl)azetidine-1-carboxylic acid tert-butyl ester C(C)(C)(C)OC(=O)N1CC(C1)C1=CC(=CC=C1)C=O